N-(6-nitrobenzo[d]thiazol-2-yl)-8-oxa-3-azabicyclo[3.2.1]octane-3-carboxamide [N+](=O)([O-])C1=CC2=C(N=C(S2)NC(=O)N2CC3CCC(C2)O3)C=C1